1-(6-chloro-1H-pyrazolo[4,3-C]pyridin-3-yl)-N,N-dimethylpyrrolidin-3-amine ClC1=CC2=C(C=N1)C(=NN2)N2CC(CC2)N(C)C